CON(C(CC1=C(C=C(C=C1)N1C(N=C(C=C1)NC(=O)N1CCN(CC1)C(C(C)(C)NC(OC(C)(C)C)=O)=O)=O)C(F)(F)F)=O)C tert-butyl (1-(4-((1-(4-(2-(methoxy(methyl)amino)-2-oxoethyl)-3-(trifluoro methyl)phenyl)-2-oxo-1,2-dihydropyrimidin-4-yl)carbamoyl)piperazin-1-yl)-2-methyl-1-oxopropan-2-yl)carbamate